FC1(CC2(C1)CCN(CC2)C2=CC(=NC=N2)N2NC=C(C2=O)N2N=NC=C2)F 2-(6-(2,2-difluoro-7-azaspiro[3.5]non-7-yl)pyrimidin-4-yl)-4-(1H-1,2,3-triazol-1-yl)-1,2-dihydro-3H-pyrazol-3-one